C(C(=C)C)(=O)C1=CC=C(C(=O)C2=CC=CC=C2)C=C1 4-methacryloylbenzophenone